C1(=CC=CC=C1)CC=C 3-phenylprop-1-ene